(2R,3R,4R,5R)-3,4-bis(benzyloxy)-5-((benzyloxy)methyl)-2-(4-(cyclopropylamino)pyrrolo[2,1-f][1,2,4]triazin-7-yl)tetrahydrofuran-2-carbonitrile C(C1=CC=CC=C1)O[C@H]1[C@](O[C@@H]([C@H]1OCC1=CC=CC=C1)COCC1=CC=CC=C1)(C#N)C1=CC=C2C(=NC=NN21)NC2CC2